2-[[2-[(4-methoxyphenyl)methylamino]-5-methyl-pyrimidin-4-yl]amino]cyclohexanecarbonitrile COC1=CC=C(C=C1)CNC1=NC=C(C(=N1)NC1C(CCCC1)C#N)C